FC(CCS)(C(C(C(C(C(F)(F)F)(F)F)(F)F)(F)F)(F)F)F 3,3,4,4,5,5,6,6,7,7,8,8,8-tridecafluorooctane-1-thiol